5-(6-((t-Butyldimethylsilyl)oxy)-2,5,7,8-tetramethyl-2,3-dihydrobenzo[b][1,4]oxathiin-2-yl)-3-(2-(2,2-dimethylbenzo[d][1,3]dioxol-5-yl)ethyl)-1,2,4-oxadiazole [Si](C)(C)(C(C)(C)C)OC1=C(C2=C(OC(CS2)(C)C2=NC(=NO2)CCC2=CC3=C(OC(O3)(C)C)C=C2)C(=C1C)C)C